3-(4-methoxyphenyl)-N-(3-fluoro-4-((5-methylpyrazolo[1,5-a]pyrimidin-7-yl)oxy)phenyl)-2,4-dioxo-1,2,3,4-tetrahydropyrimidine-5-carboxamide COC1=CC=C(C=C1)N1C(NC=C(C1=O)C(=O)NC1=CC(=C(C=C1)OC1=CC(=NC=2N1N=CC2)C)F)=O